COC(=O)C=1C=C(C=C(C1)Cl)C1=C(C=CC=C1)C[C@H](C(=O)NC)NC(=O)C=1C(N(C=C(C1)Cl)CC1=CC=C(C=C1)Cl)=O (R)-5-chloro-2'-(2-(5-chloro-1-(4-chlorobenzyl)-2-oxo-1,2-dihydropyridine-3-carboxamido)-3-(methylamino)-3-oxopropyl)-[1,1'-biphenyl]-3-carboxylic acid methyl ester